OC[C@H](C1=CC=CC=C1)NC1=CC(=NC=C1C1=NC(=NO1)C12CCN(CC1)CC2)NC2=CC=C1C(=N2)CN(C1=O)C (S)-2-((4-((2-Hydroxy-1-phenylethyl)amino)-5-(3-(quinuclidin-4-yl)-1,2,4-oxadiazol-5-yl)pyridin-2-yl)amino)-6-methyl-6,7-dihydro-5H-pyrrolo[3,4-b]pyridin-5-one